3-[4-[1-[2-(4-hydroxy-4-piperidinyl)acetyl]-4-piperidinyl]anilino]piperidine-2,6-dione OC1(CCNCC1)CC(=O)N1CCC(CC1)C1=CC=C(NC2C(NC(CC2)=O)=O)C=C1